methyl (E)-3-(3-(N-(2-fluoro-4-(1-methyl-1H-indazol-5-yl)benzyl)benzamido)phenyl)acrylate FC1=C(CN(C(C2=CC=CC=C2)=O)C=2C=C(C=CC2)/C=C/C(=O)OC)C=CC(=C1)C=1C=C2C=NN(C2=CC1)C